ClCC\C=C\CCCCCCCC(OC)OC (3E)-1-chloro-12,12-dimethoxy-3-dodecene